C1(=CC=CC=C1)NC1=CC=C(C=C1)C1=CC=CC=C1 N-phenyl-4-[1,1'-biphenyl]amine